benzyl ((4-(aminomethyl)phenyl)(imino)methyl)carbamate trifluoroacetate salt FC(C(=O)O)(F)F.NCC1=CC=C(C=C1)C(=N)NC(OCC1=CC=CC=C1)=O